tert-butyl N-[2-[tert-butyl(dimethyl)silyl]oxy-3-[5-fluoro-7-(4,4,5,5-tetramethyl-1,3,2-dioxaborolan-2-yl)benzimidazol-1-yl]propyl]-N-(cyclopropylmethyl)carbamate [Si](C)(C)(C(C)(C)C)OC(CN(C(OC(C)(C)C)=O)CC1CC1)CN1C=NC2=C1C(=CC(=C2)F)B2OC(C(O2)(C)C)(C)C